CC1=C(C=C(C=C1)C(C)=O)[N+](=O)[O-] 1-(4-methyl-3-nitro-phenyl)ethanone